(2S,3S)-2-(4-methoxyphenyl)-3-methyl-3-(naphthalene-2-yl)-5-oxo-tetrahydrofuran-2-nitrile COC1=CC=C(C=C1)[C@@]1(OC(C[C@]1(C1=CC2=CC=CC=C2C=C1)C)=O)C#N